N-(3-fluorophenyl)-4-hydroxy-1-isobutyl-2-oxo-5-(piperazin-1-yl)-1,2-dihydroquinoline-3-carboxamide hydrochloride Cl.FC=1C=C(C=CC1)NC(=O)C=1C(N(C2=CC=CC(=C2C1O)N1CCNCC1)CC(C)C)=O